C,3α,7α-dihydroxy-4,4-difluoro-6α-ethyl-5β-cholanic acid O[C@H]1C([C@H]2[C@H]([C@H]([C@H]3[C@@H]4CC[C@H]([C@@H](CCC(=O)O)C)[C@]4(CC[C@@H]3[C@]2(CC1)C)C)O)CC)(F)F